N,N,N-trimethylammonium hydroxide [OH-].C[NH+](C)C